CN1C2=C(OCC1=O)C=C(C=C2)N(C2=CC=C(C=C2)N2CCC(CC2)C(F)(F)F)C 4-methyl-7-(methyl(4-(4-(trifluoromethyl)piperidin-1-yl)phenyl)amino)-2H-benzo[b][1,4]oxazin-3(4H)-one